(4-{[acetyl (cyclopropyl) amino] methyl} piperidin-1-yl)-6-azaspiro[3.4]octane-6-carboxylate C(C)(=O)N(C1CC1)CC1CCN(CC1)C1CCC12CN(CC2)C(=O)[O-]